CC1=CC=CC(=N1)C1=NC=CC(=N1)NC1=NC(=NC=C1)NC1=CC=C(C=C1)CN1C[C@H](CC1)O (3S)-1-[[4-[[4-[[2-(6-methyl-2-pyridyl)pyrimidin-4-yl]amino]pyrimidin-2-yl]amino]phenyl]methyl]pyrrolidin-3-ol